ClC1=C(C=CC=2OC=CN2)C=CC=C1 2-(2-chlorostyryl)oxazole